N,N-bis(N,N-dimethyl-2-aminoethyl)methylamine CN(CCN(CCN(C)C)C)C